CC1=C(C(=O)N2CCC3=CC(=CC=C23)C=2N=C(SC2C)NC(CC2=CC3=C(OCO3)C=C2)=O)C=CC=C1 N-[4-[2,3-Dihydro-1-(2-methylbenzoyl)-1H-indol-5-yl]-5-methyl-2-thiazolyl]-1,3-benzodioxole-5-acetamide